C(C)(C)(C)NC(=O)C=1N=C(NC1C)C1=NC=CC(=C1)C=1C=NC=C(C1)N1CCOCC1 N-(tert-Butyl)-5-methyl-2-(5-morpholin-4-yl-3,4'-bipyridin-2'-yl)-1H-imidazole-4-carboxamide